O=C1N(CCC=2C=CC=[N+](C12)[O-])C=1N=C(OC1C1=CC=C(C=C1)C(F)(F)F)C1=CC=CC=C1 8-oxo-7-{2-phenyl-5-[4-(trifluoromethyl)phenyl]-1,3-oxazol-4-yl}-5,6,7,8-tetrahydro-1,7-naphthyridin-1-ium-1-olate